C(C)(C)NC1=C2C(=NC=C1C(=O)NCCCNS(=O)(=O)C)SC(=C2)C2=CNC(C=C2)=O 4-(isopropylamino)-N-(3-(methylsulfonylamino)propyl)-2-(6-oxo-1,6-dihydropyridin-3-yl)thieno[2,3-b]pyridine-5-carboxamide